FC1(CC1)C1=NC=C(C(=N1)OC1=CC=CC=C1)C(=O)NC(C)C=CS(=O)(=O)C 2-(1-fluorocyclopropyl)-N-(4-(methylsulfonyl)but-3-en-2-yl)-4-phenoxypyrimidine-5-carboxamide